(E)-1-(2-hydroxy-4,6-dimethoxyphenyl)-3-(3,4,5-trimethoxyphenyl)prop-2-en-1-one OC1=C(C(=CC(=C1)OC)OC)C(\C=C\C1=CC(=C(C(=C1)OC)OC)OC)=O